COC(CC1N(CCC1)C(=O)OC(C)(C)C)=O tert-butyl 2-(2-methoxy-2-oxoethyl)pyrrolidine-1-carboxylate